CN1N=C(C2=CC=C(C=C12)N1CCC(CC1)O[C@@H]1[C@H](CC2(CNC2)CC1)C)C1C(NC(CC1)=O)=O 3-[1-methyl-6-[4-[[(6S,7S)-6-methyl-2-azaspiro[3.5]nonan-7-yl]oxy]-1-piperidyl]indazol-3-yl]piperidine-2,6-dione